N1C=CC=2C1=NC=CC2C(C)OC=2C=C1C(=NNC1=CC2)C=2C=CC(=NC2)N2CCC(CC2)NC 1-(5-(5-(1-(1H-pyrrolo[2,3-b]pyridin-4-yl)ethoxy)-1H-indazol-3-yl)pyridin-2-yl)-N-methylpiperidin-4-amine